C12CC3C(C(C3C1)C2)=O tricyclo[3.2.1.03,6]octan-4-one